2-BUTOXYPROPANOIC ACID C(CCC)OC(C(=O)O)C